(S)-3-ethyl-4-(6-(2-methyl-1H-pyrrolo[3,2-b]pyridin-5-yl)-4-(4-(methylsulfonyl)tetrahydro-2H-pyran-4-yl)pyridin-2-yl)morpholine C(C)[C@@H]1N(CCOC1)C1=NC(=CC(=C1)C1(CCOCC1)S(=O)(=O)C)C1=CC=C2C(=N1)C=C(N2)C